2-Oxo-N-phenyl-3H-1,3-benzoxazole-6-carboxamide O=C1OC2=C(N1)C=CC(=C2)C(=O)NC2=CC=CC=C2